4-(5-(2-amino-[1,2,4]triazolo[1,5-a]pyridin-7-yl)-2-fluorophenoxy)-2,2-difluoro-1-(4-fluorophenyl)butan-1-one NC1=NN2C(C=C(C=C2)C=2C=CC(=C(OCCC(C(=O)C3=CC=C(C=C3)F)(F)F)C2)F)=N1